C(C1=CC=CC=C1)N(C(C)=O)C1=C(C(=NC=C1C(=O)OCC)Cl)F 3-Ethyl 4-(N-benzylacetamido)-6-chloro-5-fluoronicotinate